C(C1=CC=CC=C1)P(C(C1=CC=CC=C1)O)(C(C1=CC=CC=C1)O)=O benzyl-di(alpha-hydroxybenzyl)phosphine oxide